cyanoselenic acid [Se](O)(=O)(=O)C#N